(R)-1-(5-(6-chloro-7-fluoro-3-(1H-imidazol-1-yl)-5-methoxy-1-methyl-1H-indol-2-yl)-4H-1,2,4-triazol-3-yl)-N,N-dimethylethan-1-amine ClC1=C(C=C2C(=C(N(C2=C1F)C)C=1NC(=NN1)[C@@H](C)N(C)C)N1C=NC=C1)OC